N1=CC=C(C=C1)CC=1N=C(NC1)[C@@H](O)C1=CN=CS1 |r| (rac)-(4-(pyridin-4-ylmethyl)-1H-imidazol-2-yl)(thiazol-5-yl)-methanol